methyl 6-fluoro-2-(1-(2-methoxy ethyl) pyrrolidin-3-yl)-3-(3-methylbutanoyl)-1H-indole-4-carboxylate FC=1C=C(C=2C(=C(NC2C1)C1CN(CC1)CCOC)C(CC(C)C)=O)C(=O)OC